ClCC(=O)NC1=CC(=CC=C1)S(=O)(=O)N1CCOCC1 2-chloro-N-[3-(morpholine-4-sulfonyl)phenyl]acetamide